methyl 3-(6-(furan-2-yl)-1-((2-(trimethylsilyl)ethoxy)methyl)-1H-benzo[d]imidazol-2-yl)-1-((2-(trimethylsilyl)ethoxy)methyl)-1H-indazole-5-carboxylate O1C(=CC=C1)C=1C=CC2=C(N(C(=N2)C2=NN(C3=CC=C(C=C23)C(=O)OC)COCC[Si](C)(C)C)COCC[Si](C)(C)C)C1